(±)-trans-4-[[1-[(3,4-dichlorophenyl)methyl]-3,7-dimethyl-2,6-dioxo-purin-8-yl]amino]cyclohexanecarboxylic acid ClC=1C=C(C=CC1Cl)CN1C(N(C=2N=C(N(C2C1=O)C)N[C@@H]1CC[C@H](CC1)C(=O)O)C)=O |r|